ClC1=C2C=CN(C2=NC=C1C(=O)OCC)[Si](C(C)C)(C(C)C)C(C)C ethyl 4-chloro-1-(triisopropylsilyl)-7-azaindole-5-carboxylate